2-(3-methoxy-2,6-dimethylphenyl)-2-(5-methylimidazo[1,2-a]pyrazin-8-yl)acetonitrile COC=1C(=C(C(=CC1)C)C(C#N)C=1C=2N(C(=CN1)C)C=CN2)C